2-((6-(4-fluorophenyl)-4-(((1-methylpiperidin-4-yl)methyl)amino)quinazolin-8-yl)oxy)acetic acid hydrochloride Tert-butyl-2-bromoacetate C(C)(C)(C)OC(CBr)=O.Cl.FC1=CC=C(C=C1)C=1C=C2C(=NC=NC2=C(C1)OCC(=O)O)NCC1CCN(CC1)C